CN(C(=O)[C@H]1CN(CC[C@@H]1NC(=O)C1=NOC(=C1)C1=C(C=C(C=C1)F)F)[C@@H]1[C@H](CC1)C)C (3S,4S)-4-{[5-(2,4-difluoro-phenyl)-isoxazole-3-carbonyl]-amino}-1-((1S,2S)-2-methyl-cyclobutyl)-piperidine-3-carboxylic acid dimethylamide